FC(C)(F)C=1C=C(C=CC1F)C=1C=C2C(=NC1)C=NN2CC=2N=NC=CC2 6-[3-(1,1-Difluoroethyl)-4-fluoro-phenyl]-1-(pyridazin-3-ylmethyl)pyrazolo[4,3-b]pyridine